N-(3-methacrylamidopropyl)guanidine hydrochloride Cl.C(C(=C)C)(=O)NCCCNC(=N)N